C(C1CO1)OCCCCCOCC1CO1 pentylene glycol diglycidyl ether